C[O-].C[O-].C[O-].C[O-].[Ti+4] Titanium Tetramethoxide